2-chloro-1-((S)-7-(4-fluorobenzyl)-6-((S)-3-fluoropyrrolidine-1-carbonyl)-2-methyl-2,3-dihydro-1H-pyrido[2,3-b][1,4]oxazin-1-yl)ethan-1-one ClCC(=O)N1C2=C(OC[C@@H]1C)N=C(C(=C2)CC2=CC=C(C=C2)F)C(=O)N2C[C@H](CC2)F